FC(C1=NOC(=N1)C1CC2(CNC2)C1)(F)F 6-[3-(trifluoromethyl)-1,2,4-oxadiazol-5-yl]-2-azaspiro[3.3]Heptane